NC1=NC2=CC=C(C=C2C=C1C)C(=O)N(CC1=NC=C(C=C1)C(F)(F)F)[C@@H]1CCOC=2C1=NC=CC2 2-amino-N-((4R)-3,4-dihydro-2H-pyrano[3,2-b]pyridin-4-yl)-3-methyl-N-((5-(trifluoromethyl)-2-pyridinyl)methyl)-6-quinolinecarboxamide